FC1=NC(=C2N=CN(C2=N1)C1OCCC1)NCC1=CC(=C(C=C1)OC)OC 2-fluoro-6-[(3,4-dimethoxybenzyl)amino]-9-(tetrahydrofuran-2-yl)-9H-purine